Dodecyl-pyridine C(CCCCCCCCCCC)C1=NC=CC=C1